2-[(1S,5R)-3-azabicyclo[3.1.0]hex-6-yl]-6-(2,8-dimethylimidazo[1,2-b]pyridazin-6-yl)-8-fluoro-[1,2,4]triazolo[1,5-a]pyridine [C@@H]12CNC[C@H]2C1C1=NN2C(C(=CC(=C2)C=2C=C(C=3N(N2)C=C(N3)C)C)F)=N1